C(C)C1(NC(N(C(C1)=O)[C@@H]1CCOC2=CC=C(C=C12)C(=O)N[C@@H](C)C1=CC=CC=C1)=N)CC (R)-4-(4,4-diethyl-2-imino-6-oxotetrahydropyrimidin-1(2H)-yl)-N-((S)-1-phenyl-ethyl)chromane-6-carboxamide